C1N(CC12CNCCC2)C(=O)C=2C=C1C(=NNC1=CC2)C#CC2=C(C=CC=C2)C2=CC=C(C=C2)C(=O)NC 2'-((5-(2,6-diazaspiro[3.5]nonane-2-carbonyl)-1H-indazol-3-yl)ethynyl)-N-methyl-[1,1'-biphenyl]-4-carboxamide